BrC1=CC(=C(OC2=C(C(=NC=C2)N2CCC(CC2)NC(OC(C)(C)C)=O)Cl)C=C1)Cl t-butyl (1-(4-(4-bromo-2-chlorophenoxy)-3-chloropyridin-2-yl)piperidin-4-yl)carbamate